2-Ethoxy-5-((3-fluorophenyl)selanyl)-6-phenyl-3,4-dihydro-1,2-oxaphosphinine 2-oxide C(C)OP1(OC(=C(CC1)[Se]C1=CC(=CC=C1)F)C1=CC=CC=C1)=O